(3R,7R)-19-(2,6-dimethylphenyl)-2-oxa-15λ6-thia-5,8,16,18,21-pentaazatetracyclo[15.3.1.110,14.03,7]docosa-1(20),10(22),11,13,17(21),18-hexaene-9,15,15-trione CC1=C(C(=CC=C1)C)C1=NC=2NS(C3=CC=CC(C(N[C@@H]4CNC[C@H]4OC(=C1)N2)=O)=C3)(=O)=O